OCC1OC[C@@H](N1C(=O)OC(C)(C)C)C1=CC=CC=C1 tert-butyl (4S)-2-(hydroxymethyl)-4-phenyl-oxazolidine-3-carboxylate